4-[4-(4,4-difluoropiperidin-1-yl)-8-fluoro-2-{[(2R,7aS)-2-fluorotetrahydro-1H-pyrrolizin-7a(5H)-yl]methoxy}pyrido[4,3-d]pyrimidin-7-yl]-5-ethynyl-6-fluoronaphthalen-2-ol FC1(CCN(CC1)C=1C2=C(N=C(N1)OC[C@]13CCCN3C[C@@H](C1)F)C(=C(N=C2)C2=CC(=CC1=CC=C(C(=C21)C#C)F)O)F)F